O=C1N(CCC(N1)=O)C1=CC=C(C=C1)CCCN1CCOC2(C1)CCN(CC2)C(=O)OC(C)(C)C tert-butyl 4-(3-(4-(2,4-dioxotetrahydropyrimidin-1(2H)-yl) phenyl) propyl)-1-oxa-4,9-diazaspiro[5.5]undecane-9-carboxylate